2-(1,1-dimethylethyl)-4,6-dimethylphenol CC(C)(C)C1=C(C(=CC(=C1)C)C)O